(E)-4-(chloromethyl)-2-(2-chlorostyryl)oxazole cyclobutyliodomethyl-decanoate C1(CCC1)C(C(=O)O)(CCCCCCCC)CI.ClCC=1N=C(OC1)\C=C\C1=C(C=CC=C1)Cl